BrC1=CC=C(CC2=NOC(=N2)C2=NN(C=3C(N(CCC32)CC3(CC3)S(=O)(=O)C3CC3)=O)C)C=C1 3-(3-(4-Bromobenzyl)-1,2,4-oxadiazol-5-yl)-6-((1-(cyclopropylsulfonyl)cyclopropyl)methyl)-1-methyl-5,6-dihydro-1H-pyrazolo[3,4-c]pyridin-7(4H)-one